ClC1=CC=C(C=C1)CN1C(=NC=2NC(N(C(C12)=O)CCCO)=O)OC=1C=CC(=C(C(=O)OCC)C1)F Ethyl 5-({7-[(4-chlorophenyl) methyl]-1-(3-hydroxypropyl)-2,6-dioxo-3H-purin-8-yl} oxy)-2-fluorobenzoate